7-(3,4-dimethoxyphenyl)-N-(2-ethoxyphenyl)pyrazolo[1,5-a]pyrimidine COC=1C=C(C=CC1OC)C1=CC=NC=2N1N(CC2)C2=C(C=CC=C2)OCC